7-Amino-2'-(((2R,7aS)-2-fluorotetrahydro-1H-pyrrolizin-7a(5H)-yl)methoxy)-4'-(1,4-oxazepan-4-yl)-3,4,5',8'-tetrahydro-2H-spiro[naphthalene-1,7'-pyrano[4,3-d]pyrimidine]-8-carbonitrile NC1=CC=C2CCCC3(CC=4N=C(N=C(C4CO3)N3CCOCCC3)OC[C@]34CCCN4C[C@@H](C3)F)C2=C1C#N